tert-butyl (4-hydroxybutan-2-yl)carbamate OCCC(C)NC(OC(C)(C)C)=O